COC=1C=C(C=CC1)C(CC=C)=NO 1-(3-methoxyphenyl)but-3-en-1-one oxime